ClC=1C(=NC(=CC1)C1=C(C=C(C=C1)C1C(C1)(F)F)Cl)C(=O)OC Methyl 3-chloro-6-(2-chloro-4-(2,2-difluorocyclopropyl) phenyl)picolinate